NC=1C=C(C=CC1)[C@@H]1C2=C(N(C([C@H]1NC(=O)C1=NN(C=C1)C(F)(F)F)=O)CC)N(N=C2)C2=CC=CC=C2 N-((4R,5S)-4-(3-aminophenyl)-7-ethyl-6-oxo-1-phenyl-4,5,6,7-tetrahydro-1H-pyrazolo[3,4-b]pyridin-5-yl)-1-(trifluoromethyl)-1H-pyrazole-3-carboxamide